FC(C1(CC1)NS(=O)(=O)C1=C(C=CC=C1)F)F N-(1-(difluoromethyl)cyclopropyl)-2-fluorobenzenesulfonamide